C(C=C)(=O)N1C(CN(CC1)C1=NC(=C(C=2CN(CCC12)CC1=CC=CC=C1)C#N)N1CCN(CC1)C)CC#N 1-(4-acryloyl-3-(cyanomethyl)piperazin-1-yl)-6-benzyl-3-(4-methylpiperazin-1-yl)-5,6,7,8-tetrahydro-2,6-naphthyridine-4-carbonitrile